C(C)(=O)NC1=NC(=CC(=C1)C1=C(N=C(S1)NC(=O)N1CC2(COC2)C1)C1=CC(=CC=C1)C#N)C N-[5-(2-acetamido-6-methyl-4-pyridinyl)-4-(3-cyanophenyl)thiazol-2-yl]-2-oxa-6-azaspiro[3.3]heptane-6-carboxamide